2-diazo-2-(4-methoxyphenyl)acetic acid methyl ester COC(C(C1=CC=C(C=C1)OC)=[N+]=[N-])=O